tert-Butyl (4-amino-2-(6-(bis(4-methoxybenzyl)amino)-4-methyl-3-(trifluoromethyl)pyridin-2-yl)-5-carbamoyl-3,6-difluorophenylethyl)carbamate NC1=C(C(=C(C(=C1C(N)=O)F)CCNC(OC(C)(C)C)=O)C1=NC(=CC(=C1C(F)(F)F)C)N(CC1=CC=C(C=C1)OC)CC1=CC=C(C=C1)OC)F